FC(C1(CC1)C(=O)N1CC2(C1)CN(CC2C(=O)OCC)C(=O)OCC=C)(F)F 6-allyl 8-ethyl 2-(1-(trifluoromethyl)cyclopropane-1-carbonyl)-2,6-diazaspiro[3.4]octane-6,8-dicarboxylate